BrC1=NC=C(C(=C1)OCCCOC1=NC(=CC=C1)Cl)C 2-bromo-4-(3-((6-chloropyridin-2-yl)oxy)propoxy)-5-methylpyridine